4,5-dihydroxybenzonitrile OC1=CC=C(C#N)C=C1O